TRANS-7-chloro-2-({4-methyl-2-azabicyclo[3.1.1]heptan-3-yl}methoxy)quinoxaline ClC1=CC=C2N=CC(=NC2=C1)OCC1NC2CC(C1C)C2